CNC(C1=NC(=CC=C1)[Sn](C)(C)C)=O N-methyl-6-(trimethylstannyl)picolinamide